1-([1,2,4]triazolo[4,3-a]pyridin-7-yl)ethan-1-ol N=1N=CN2C1C=C(C=C2)C(C)O